7-bromo-4-(methoxymethoxy)-1-(methoxymethyl)-3-(trifluoromethyl)-4,5,6,7-tetrahydro-1H-indazole BrC1CCC(C=2C(=NN(C12)COC)C(F)(F)F)OCOC